C(CC)(=O)ON=C1CCC(CC1)C(C)(C)CC 4-(tert-pentyl)cyclohexan-1-one O-propionyl oxime